(1S,4s)-4-(8-(2-chloro-6-fluorophenylamino)-2-((1R,3R)-3-hydroxycyclopentylamino)-9H-purin-9-yl)cyclohexanecarboxamide ClC1=C(C(=CC=C1)F)NC=1N(C2=NC(=NC=C2N1)N[C@H]1C[C@@H](CC1)O)C1CCC(CC1)C(=O)N